ClC1=C(C=C(C=C1C)C(CC(=O)OCC)C1=C(C2=C(N(N=N2)CCCCO)C=C1)C)CN1S(OC2=C(C1)C=C(C=C2)O)(=O)=O ethyl 3-[4-chloro-3-[(6-hydroxy-2,2-dioxo-4H-1,2λ6,3-benzoxathiazin-3-yl)methyl]-5-methyl-phenyl]-3-[1-(4-hydroxybutyl)-4-methyl-benzotriazol-5-yl]propanoate